CC1=CN=C(O1)C1CN(C1)[C@H]1[C@@H](CCCC1)OC=1C=C2CN(C(C2=CC1)=O)C12C(NC(C(C1)C2)=O)=O (5-(((trans)-2-(3-(5-methyloxazol-2-yl)azetidin-1-yl)cyclohexyl)oxy)-1-oxoisoindolin-2-yl)-3-azabicyclo[3.1.1]heptane-2,4-dione